(R)-N-(1-(3-Amino-5-(trifluoromethyl)phenyl)ethyl)-7-methoxy-6-(2-methoxyethoxy)-2-methylquinazolin-4-amine NC=1C=C(C=C(C1)C(F)(F)F)[C@@H](C)NC1=NC(=NC2=CC(=C(C=C12)OCCOC)OC)C